CC(CN)(CCCCN)C 2,2-dimethylhexane-1,6-diamine